NCCOCCOCCN(C/C=C/C(=O)OC)C methyl (E)-4-[2-[2-(2-aminoethoxy) ethoxy]ethyl-methyl-amino]but-2-enoate